CP(=O)(C)C1=C(C=CC=C1)NC1=NC(=NC=C1C(F)(F)F)NC1=CC(=C(C(=O)O)C=C1)C#N 4-((4-((2-(dimethylphosphoryl)phenyl)amino)-5-(Trifluoromethyl)pyrimidin-2-yl)amino)-2-cyanobenzoic acid